tert-butyl (endo)-5-((7-chloro-8-fluoro-2-(methylthio)-3-(3-(2-oxooxazolidin-3-yl)prop-1-yn-1-yl)-1,6-naphthyridin-4-yl)amino)-2-azabicyclo[2.1.1]hexane-2-carboxylate ClC1=NC=C2C(=C(C(=NC2=C1F)SC)C#CCN1C(OCC1)=O)NC1C2CN(C1C2)C(=O)OC(C)(C)C